propenyl-guanidine C(=CC)NC(=N)N